6-(3-methylimidazo[4,5-c]pyridin-7-yl)pyrazine-2-carboxamide bis-formate salt C(=O)O.C(=O)O.CN1C=NC2=C1C=NC=C2C2=CN=CC(=N2)C(=O)N